2'-hydroxy-4'-methoxy-3,4,5-trimethoxy-chalcone OC1=C(C(/C=C/C2=CC(=C(C(=C2)OC)OC)OC)=O)C=CC(=C1)OC